P(=O)(OC)(OC)OC1OC(C2=CC(=CC=C12)F)=O Dimethyl (5-fluoro-3-oxo-1,3-dihydroisobenzofuran-1-yl) phosphate